[Br-].C(CCCCCCCCCCCCC)OCC(C[N+](C)(C)CCO)OCCCCCCCCCCCCCC N-(1,2-dimyristyloxyprop-3-yl)-N,N-dimethyl-hydroxyethyl-ammonium bromide